BrCC=1C2CCC(C1)C2 2-bromomethyl-2-norbornene